2-methyl-3-[(5R)-5-isopropyl-1-cyclohexen-1-yl]propanal CC(C=O)CC1=CCC[C@H](C1)C(C)C